C(#N)CCOCC(C(COCCC#N)OCCC#N)OCCC#N 1,2,3,4-tetra(β-cyanoethoxy)butane